N-(2,2-difluoro-1,3-benzodioxol-5-yl)-3-[3-(difluoromethyl)-7-oxo-5,6-dihydro-4H-indazol-1-yl]-N-methyl-benzamide FC1(OC2=C(O1)C=CC(=C2)N(C(C2=CC(=CC=C2)N2N=C(C=1CCCC(C21)=O)C(F)F)=O)C)F